2-(5-{[(1R,2S,3S,5S)-2-fluoro-1,5-dimethyl-8-azabicyclo[3.2.1]octan-3-yl](methyl)amino}pyrazin-2-yl)-5-(1,3,4-oxadiazol-2-yl)phenol F[C@@H]1[C@]2(CC[C@@](C[C@@H]1N(C=1N=CC(=NC1)C1=C(C=C(C=C1)C=1OC=NN1)O)C)(N2)C)C